5-bromo-N-((6-(3-(fluoromethyl)piperazin-1-yl)pyridin-2-yl)methyl)-7-((2-(trimethylsilyl)ethoxy)methyl)-7H-pyrrolo[2,3-d]pyrimidin-4-amine BrC1=CN(C=2N=CN=C(C21)NCC2=NC(=CC=C2)N2CC(NCC2)CF)COCC[Si](C)(C)C